O1CC(CC1)B(O)O TETRAHYDROFURAN-3-BORONIC ACID